(R)-4-(4-((1-(3-(1,1-difluoro-2-hydroxy-2-methylpropyl)-2-fluorophenyl)ethyl)amino)-2-methyl-8,9-dihydro-7H-cyclopenta[H]quinazolin-6-yl)tetrahydro-2H-pyran-4-ol FC(C(C)(C)O)(F)C=1C(=C(C=CC1)[C@@H](C)NC1=NC(=NC2=C3C(=C(C=C12)C1(CCOCC1)O)CCC3)C)F